BrC(C(=O)N)C(=O)C1=CC=C(C=C1)OC1=CC=C(C=C1)Br 2-bromo-3-(4-(4-bromophenoxy)phenyl)-3-oxopropanamide